FC=1C=C(C=C2CCN(CC12)[C@H]1CCOC2(CCC2)C1)C(=O)OC methyl (S)-8-fluoro-2-(5-oxaspiro[3.5]nonan-8-yl)-1,2,3,4-tetrahydroisoquinoline-6-carboxylate